5-[(1s,4s)-4-{[(2-methylprop-2-yl)diphenylsilyl]oxy}cyclohexyl]-2-(2-methylprop-2-yl)pyrazol-3-amine CC(C)(C)[Si](OC1CCC(CC1)C=1C=C(N(N1)C(C)(C)C)N)(C1=CC=CC=C1)C1=CC=CC=C1